C1(=CC=CC=C1)S[C@@H]1CC(=O)O[C@H]1C trans-3-phenylthio-γ-valerolactone